6-amino-4-((3-chlorophenyl)amino)-7-ethoxy-2-methylquinoline-3-carbonitrile NC=1C=C2C(=C(C(=NC2=CC1OCC)C)C#N)NC1=CC(=CC=C1)Cl